p-methoxy-α-bromoacetophenone COC1=CC=C(C=C1)C(CBr)=O